ClC1=NC=C(C(=N1)Cl)C#N 2,4-dichloropyrimidin-5-carbonitrile